2-(1-(fluoromethyl)-2-oxabicyclo[2.1.1]Hex-4-yl)-7-isopropoxyimidazo[1,2-a]Pyrimidine-6-carboxylic acid isopropyl ester C(C)(C)OC(=O)C=1C(=NC=2N(C1)C=C(N2)C21COC(C2)(C1)CF)OC(C)C